FC([C@H]1N(C(SC1)=O)C=1N=C2N(CCOC3=C2C=CC(=C3F)N[C@H](C(=O)N)COC)C1)F (S)-2-((2-((R)-4-(Difluoromethyl)-2-oxothiazolidin-3-yl)-8-fluoro-5,6-dihydrobenzo[f]imidazo[1,2-d][1,4]oxazepin-9-yl)amino)-3-methoxypropionamide